5-chloro-N-[[(5S)-2-oxo-3-[4-(3-oxomorpholin-4-yl)phenyl]-1,3-Oxazolin-5-yl]methyl]thiophene-2-carboxamide ClC1=CC=C(S1)C(=O)NCC1=CN(C(O1)=O)C1=CC=C(C=C1)N1C(COCC1)=O